C(C)(=O)O[C@H]([C@@H](CNC(CC1=CC=C(C=C1)Cl)=O)OC(C)=O)[C@@H]1O[C@](C[C@@H]([C@H]1NC(=O)OC(C)(C)C)OC(C)=O)(SC1=CC=C(C=C1)C)C(=O)OC (1R,2R)-1-((2R,3R,4S,6R)-4-acetoxy-3-((tert-butoxycarbonyl)amino)-6-(methoxycarbonyl)-6-(p-tolylthio)tetrahydro-2H-pyran-2-yl)-3-(2-(4-chlorophenyl)acetamido)propane-1,2-diyl diacetate